ethyl (S)-3-(benzyl((R)-1-phenylethyl)amino)-3-(3-nitrophenyl)propanoate C(C1=CC=CC=C1)N([C@@H](CC(=O)OCC)C1=CC(=CC=C1)[N+](=O)[O-])[C@H](C)C1=CC=CC=C1